3-[4-[(3R,4R)-3-hydroxy-4-piperidyl]-3-methyl-2-oxo-benzimidazol-1-yl]piperidine-2,6-dione O[C@H]1CNCC[C@@H]1C1=CC=CC=2N(C(N(C21)C)=O)C2C(NC(CC2)=O)=O